C(C=C)C1(CCN(CC1)C(=O)OC(C)(C)C)C(=O)OCC 1-tert-butyl 4-ethyl 4-(prop-2-en-1-yl)piperidine-1,4-dicarboxylate